BrC1=C(N=CC2=NC=C(N=C21)OCC(F)F)O 8-bromo-2-(2,2-difluoroethoxy)pyrido[3,4-b]pyrazin-7-ol